cis-N-(5-chloro-6-(2H-1,2,3-triazol-2-yl)pyridin-3-yl)-8-(1-(difluoromethyl)-1H-pyrazol-3-yl)-2-fluoro-8-methyl-7,8-dihydro-6H-cyclopenta[e]pyrazolo[1,5-a]pyrimidine-6-carboxamide ClC=1C=C(C=NC1N1N=CC=N1)NC(=O)[C@@H]1C[C@](C2=C1C=NC=1N2N=C(C1)F)(C)C1=NN(C=C1)C(F)F